sulfoisoPhthalic acid C1=CC(=C(C(=C1)C(=O)O)S(=O)(=O)O)C(=O)O